tert-Butyl (S)-(2-((5-fluoro-2',3-dioxo-1'-(2-(trifluoromethoxy)ethyl)spiro[isoindoline-1,3'-pyrrolidin]-2-yl)methyl)-1-tosyl-1H-pyrrolo[3,2-b]pyridin-5-yl)carbamate FC=1C=C2C(N([C@]3(C(N(CC3)CCOC(F)(F)F)=O)C2=CC1)CC1=CC2=NC(=CC=C2N1S(=O)(=O)C1=CC=C(C)C=C1)NC(OC(C)(C)C)=O)=O